C(C(C)C)OC(C(=CC1=CC=C(C=C1)[N+](=O)[O-])C#N)=O.BrC1=C2C3(C(NC2=CC(=C1)C(=O)NC1=CC=C(C=C1)OC(F)(F)Cl)=O)CC(C(C3)O[Si](C)(C)C(C)(C)C)O[Si](C)(C)C(C)(C)C 4'-bromo-3,4-bis((tert-butyldimethylsilyl)oxy)-N-(4-(chlorodifluoromethoxy)phenyl)-2'-oxospiro[cyclopentane-1,3'-indoline]-6'-carboxamide isobutyl-4-nitro-α-cyanocinnamate